benzo(4,5)imidazo(1,2-a)quinazolin-5(7H)-one C1=CC=CC=2C(N=C3N(C12)C1=C(N3)C=CC=C1)=O